tricyclopentadiene phosphate P(=O)(O)(O)O.C1=CC=CC1.C1=CC=CC1.C1=CC=CC1